FC(F)(F)C=1N=C2N(CCCC2N)C1 (trifluoromethyl)-5H,6H,7H,8H-imidazo[1,2-a]pyridin-8-amine